C1(CCC1)C1=CC=C2C=C(C(=NC2=C1O)OC)C(=O)O 7-cyclobutyl-8-hydroxy-2-methoxyquinoline-3-carboxylic acid